Methyl (3R,6S)-1-(2-(3-bromophenyl)acetyl)-6-methylpiperidine-3-carboxylate BrC=1C=C(C=CC1)CC(=O)N1C[C@@H](CC[C@@H]1C)C(=O)OC